CC=1OC2=C(C1C(=O)O)C=C(C=C2)OCC2=CN=C(S2)C 2-methyl-5-((2-methylthiazol-5-yl)methoxy)benzofuran-3-carboxylic acid